N-[[1-[6-(6-Cyanoimidazo[1,2-b]pyridazin-3-yl)pyrimidin-4-yl]-3-piperidyl]methyl]methanesulfonamide C(#N)C=1C=CC=2N(N1)C(=CN2)C2=CC(=NC=N2)N2CC(CCC2)CNS(=O)(=O)C